2-(cyclopropylethynyl)isonicotinic Acid C1(CC1)C#CC=1C=C(C(=O)O)C=CN1